C(C)C1=C(C=CC(=C1)N1[C@H]2CN([C@@H](C1)C2)C)NC2=NC=C(C(=N2)NCCCN2C(OCCC2)=O)C(F)(F)F 3-(3-((2-((2-ethyl-4-((1R,4R)-5-methyl-2,5-diazabicyclo[2.2.1]heptan-2-yl)phenyl)amino)-5-(trifluoromethyl)pyrimidin-4-yl)amino)propyl)-1,3-oxazinan-2-one